(3S,9S,10R,13R,14R,17R)-10,13-dimethyl-17-((E)-(1R,4R)-1,4,5-trimethyl-hex-2-enyl)-2,3,4,9,10,11,12,13,14,15,16,17-dodecahydro-1H-cyclopenta[a]phenanthren-3-ol C[C@]12[C@H]3CC[C@@]4([C@H](CC[C@H]4C3=CC=C2C[C@H](CC1)O)[C@@H](\C=C\[C@@H](C(C)C)C)C)C